C(C)(C)(C)OC(=O)N1[C@@H](C=2N(CC1)N=C(C2)Br)C (4R)-2-bromo-4-methyl-6,7-dihydro-4H-pyrazolo[1,5-a]pyrazine-5-carboxylic acid tert-butyl ester